CC(=O)C1C(CC(CC1)C)C 2,4-dimethylcyclohexyl methyl ketone